2-(Methoxycarbonyl)-3-methyl-4-nitropyridine 1-oxide COC(=O)C1=[N+](C=CC(=C1C)[N+](=O)[O-])[O-]